C1CCC2=C(C=3CCCC3C=C12)NC(=O)NS(=O)(=O)C1=CC2=C(CCCC=3C2=NNC3)O1 N-((1,2,3,5,6,7-hexahydro-s-indacen-4-yl)carbamoyl)-2,4,5,6-tetrahydrofurano[2',3':6,7]cyclohepta[1,2-c]pyrazole-8-sulfonamide